[OH-].C(C)N(C1=CC=C(C=C1)C(=C1C=CC(C=C1)=[N+](CC)CC)C1=C(C=CC(=C1)S(=O)(=O)O)S(=O)(=O)O)CC N-[4-[[4-(diethylamino)phenyl](2,5-disulfophenyl)methylene]-2,5-cyclohexadien-1-ylidene]-N-ethylethanaminium hydroxide